COC(CC1CCN(CC1)C(C(C)OC1=CC=C2C(=CC(OC2=C1)=O)C1=C(C=CC=C1)C)=O)=O 2-[1-[2-[4-(o-tolyl)-2-oxo-chromen-7-yl]oxypropionyl]-4-piperidinyl]acetic acid methyl ester